(2Z)-6-[(2-chlorobenzyl)oxy]-2-[(1-methyl-1H-indol-3-yl)methylene]-1-benzofuran-3(2H)-one ClC1=C(COC2=CC3=C(C(/C(/O3)=C/C3=CN(C4=CC=CC=C34)C)=O)C=C2)C=CC=C1